C(C)(C)(C)C1=C(N=C(O1)C1CC(CC1)C1=CC(=NN1)NC1=C(C=C(C=C1)S(=O)(=O)N)F)C 4-((5-(3-(5-(tert-butyl)-4-methyloxazol-2-yl)cyclopentyl)-1H-pyrazol-3-yl)amino)-3-fluorobenzenesulfonamide